3,5-Dibromo-4-Nitrosobenzenesulfonic Acid BrC=1C=C(C=C(C1N=O)Br)S(=O)(=O)O